C(C)(C)(C)OC(N[C@H](COC)C=1SC=C(C1)C#N)=O (R)-(1-(4-Cyanothiophen-2-yl)-2-methoxyethyl)carbamic acid tert-butyl ester